Br[Zn](Br)(Br)Br tetrabromozinc